C(C)(=O)OCCN(C(C1=CC=C(C=C1)COC1=C(C=C(C=C1)C=O)OC)=O)C 2-(4-((4-Formyl-2-methoxyphenoxy)methyl)-N-methyl-benzamido)ethyl acetate